N-acetyl-2-(ethylsulfonyl)-N-[2-(methoxycarbonyl)-4-(trifluoromethoxy)phenyl]-4-(trifluoromethyl)benzamide indium Tin [Sn].[In].C(C)(=O)N(C(C1=C(C=C(C=C1)C(F)(F)F)S(=O)(=O)CC)=O)C1=C(C=C(C=C1)OC(F)(F)F)C(=O)OC